FC(CCO[Si](OC[N+](=O)[O-])(OC)OC)CC1C(O1)C1=CC=C(C=C1)N1CCN(CC1)C 3-fluoro-4-(4-methylpiperazin-1-yl)nitrobenzeneglycidylpropoxytrimethoxysilane